rac-(4aS,8aS)-3,4,4a,5,6,7,8,8a-Octahydro-1H-1,7-naphthyridin-2-one 2,2,2-trifluoroacetic acid salt FC(C(=O)O)(F)F.N1C(CC[C@H]2CCNC[C@@H]12)=O |r|